C12(CC3CC(CC(C1)C3)C2)CCCCCCNC(=O)NCC2=NN(C(=C2C)C2=CC=C(C=C2)Cl)C2=C(C=C(C=C2)Cl)Cl 1-(6-((3r,5r,7r)-adamantan-1-yl)hexyl)-3-((5-(4-chloro-phenyl)-1-(2,4-dichlorophenyl)-4-methyl-1H-pyrazol-3-yl)-methyl)urea